tert-butyl 4-(7-bromo-2-hydrazinylpyrido[2,3-b]pyrazin-3-yl)piperazin-1-carboxylate BrC1=CC=2C(=NC(=C(N2)NN)N2CCN(CC2)C(=O)OC(C)(C)C)N=C1